2-(3-bromo-5-methoxyphenyl)-5-(trifluoromethyl)-2,3-dihydro-1-benzofuran BrC=1C=C(C=C(C1)OC)C1OC2=C(C1)C=C(C=C2)C(F)(F)F